ClC1=CC=C(C(=N1)C1=NOC(N1)=O)N[C@H](C)C1=CC(=CC=2C(C(=C(OC21)C2=NC(=CC=C2)OC)C)=O)C 3-[6-chloro-3-[[(1R)-1-[2-(6-methoxy-2-pyridinyl)-3,6-dimethyl-4-oxo-benzopyran-8-yl]ethyl]amino]-2-pyridinyl]-4H-1,2,4-oxadiazol-5-one